C(CC)(=O)N Propioamide